C(CCCCCC(C)C)OC(C=1C=C(C(=O)OCCCCC(C)C)C=CC1)=O isophthalic acid (isoheptyl) (isononyl) ester